C(=O)(O)C(O)C(O)C(=O)O.C1(CCC(N1)=O)=O.C1(CCC(N1)=O)=O Bissuccinimide tartrate